N6-(4-Hydroxybenzyl)adenosin OC1=CC=C(CNC=2C=3N=CN([C@H]4[C@H](O)[C@H](O)[C@@H](CO)O4)C3N=CN2)C=C1